1-(3-bromo-5-fluoropyridin-2-yl)methylamine BrC=1C(=NC=C(C1)F)CN